1-(indol-3-yl)but-3-en-2-amine N1C=C(C2=CC=CC=C12)CC(C=C)N